4-(2-Pyridylazo)resorcinol monosodium salt hydrate O.[Na].N1=C(C=CC=C1)N=NC1=C(C=C(O)C=C1)O